tert-butyl (R)-3-((5-(cyclopent-1-en-1-yl)-7-(phenylsulfonyl)-7H-pyrrolo[2,3-d]pyrimidin-4-yl)amino)piperidine-1-carboxylate C1(=CCCC1)C1=CN(C=2N=CN=C(C21)N[C@H]2CN(CCC2)C(=O)OC(C)(C)C)S(=O)(=O)C2=CC=CC=C2